COC(=O)C1=CC=C(C(=O)NC2CCN(CC2)C(=O)OC(C)(C)C)C=C1 tert-Butyl 4-(4-(methoxycarbonyl)benzamido)piperidine-1-carboxylate